phenethyl γ-hydroxypentanoate OC(CCC(=O)OCCC1=CC=CC=C1)C